N=1C=NN2C1C=CC(=C2)C=2N=C(NC2C2=NC(=CC=C2)C)CNC(CC=2SC=CC2)=O N-((4-([1,2,4]triazolo[1,5-a]pyridin-6-yl)-5-(6-methylpyridin-2-yl)-1H-imidazol-2-yl)methyl)-2-(thiophen-2-yl)acetamide